[(4R)-8-[1-(2-amino-2-oxoethyl)pyrazol-4-yl]-6-(4-chlorophenyl)-1-methyl-4H-[1,2,4]triazolo[4,3-a][1,4]benzodiazepin-4-yl]methyl methanesulfonate CS(=O)(=O)OC[C@H]1C=2N(C3=C(C(=N1)C1=CC=C(C=C1)Cl)C=C(C=C3)C=3C=NN(C3)CC(=O)N)C(=NN2)C